6-(2-ethynyl-4-methylpyrimidin-5-yl)-7-methyl-5-{4-[(4-methylpyrimidin-2-yl)oxy]phenyl}-7H-pyrrolo[2,3-d]pyrimidin-4-amine C(#C)C1=NC=C(C(=N1)C)C1=C(C2=C(N=CN=C2N)N1C)C1=CC=C(C=C1)OC1=NC=CC(=N1)C